C=1([O-])C([O-])=CC=CC1.C(CC(O)(C(=O)O)CC(=O)O)(=O)[O-].C(CC(O)(C(=O)O)CC(=O)O)(=O)O.[Al+3] aluminum(III) biscitrate monocatecholate